OC1=C(C(=O)C2=C(C=C(C=C2OC)OC)OC)C=C(C(=C1)OC)OC 2-hydroxy-2',4,4',5,6'-Pentamethoxybenzophenone